(S)-N'-((8-cyano-1,2,3,5,6,7-hexahydro-s-indacen-4-yl)carbamoyl)-4-(2-hydroxypropan-2-yl)pyridine-2-sulfonimidamide C(#N)C=1C=2CCCC2C(=C2CCCC12)NC(=O)N=[S@@](=O)(N)C1=NC=CC(=C1)C(C)(C)O